C1CC12CCN(CC2)CCO[C@H](C)C2=CC=C(C=N2)C2=CC=1C3=C(N=NC1C=C2F)N(C(N3C(C)C)=O)C (R)-8-(6-(1-(2-(6-azaspiro[2.5]octan-6-yl)ethoxy)ethyl)pyridin-3-yl)-7-fluoro-1-isopropyl-3-methyl-1H-imidazo[4,5-c]cinnolin-2(3H)-one